OC([C@H](N)C(=O)O)CCNC(N)=N 3-hydroxyarginine